C(C(C)C)[C@H]1[C@@H](CC=2N(CCC3=CC(=C(CC23)OC)OC)C1)OC(C(C(C)C)N)=O 2-amino-3-methyl-butyric acid (2R,3R,11bR)-3-isobutyl-9,10-dimethoxy-1,3,4,6,7,11-hexahydro-2H-pyrido[2,1-a]isoquinolin-2-yl ester